(1s,4s)-4-((5-(1-(1,3-difluoropropan-2-yl)-1H-benzo[d][1,2,3]triazol-6-yl)-6-fluoro-4-methoxypyrrolo[2,1-f][1,2,4]triazin-2-yl)amino)-1-methylcyclohexan-1-ol FCC(CF)N1N=NC2=C1C=C(C=C2)C=2C(=CN1N=C(N=C(C12)OC)NC1CCC(CC1)(O)C)F